COC(=O)C=1C(N(C=CC1)C1C(C1)(C)C)=O (2,2-dimethylcyclopropyl)-2-oxo-1,2-dihydropyridine-3-carboxylic acid methyl ester